(R)-2-(5-((4-((1-(3-(1,1-difluoroethyl)-2-fluorophenyl)ethyl)amino)-2-methylquinazolin-6-yl)(methyl)amino)-2-hydroxyphenyl)-N,N-dimethylacetamide formate C(=O)O.FC(C)(F)C=1C(=C(C=CC1)[C@@H](C)NC1=NC(=NC2=CC=C(C=C12)N(C=1C=CC(=C(C1)CC(=O)N(C)C)O)C)C)F